N-[2-(1-methylpyrazol-4-yl)-2-(3-thienyl)propyl]acetamide CN1N=CC(=C1)C(CNC(C)=O)(C)C1=CSC=C1